4-(5-methoxybenzo[d]oxazol-2-yl)-N1-methyl-2,7-naphthyridine-1,6-diamine COC=1C=CC2=C(N=C(O2)C2=CN=C(C3=CN=C(C=C23)N)NC)C1